dipotassium oxydi(ethane-2,1-diyl) dibutyl bisphosphate P(=O)(OCCOCCOP(=O)(OCCCC)[O-])(OCCCC)[O-].[K+].[K+]